1,2,6-thiadiazinane-3-carboxamide S1NC(CCN1)C(=O)N